3-(4-chloro-5-fluoropyrimidin-2-yl)-6-(trifluoromethyl)imidazo[1,2-a]pyrazine ClC1=NC(=NC=C1F)C1=CN=C2N1C=C(N=C2)C(F)(F)F